IC1=C(C=CC=C1C)N(C(C1=CC=CC=C1)=O)OC N-(2-iodo-3-methylphenyl)-N-methoxybenzamide